4-(4-(1-(6-(2-hydroxyphenyl)pyridazin-4-yl)-4-phenylpiperidine-4-carbonyl)piperazin-1-yl)butanoic acid OC1=C(C=CC=C1)C1=CC(=CN=N1)N1CCC(CC1)(C(=O)N1CCN(CC1)CCCC(=O)O)C1=CC=CC=C1